2-(2-((3-(2-(aminomethyl)-3-fluoropyridin-4-yl)-5-(6-azaspiro[2.5]octan-6-yl)benzyl)oxy)phenyl)acetic acid NCC1=NC=CC(=C1F)C=1C=C(COC2=C(C=CC=C2)CC(=O)O)C=C(C1)N1CCC2(CC2)CC1